BrC1=NC=CC(=N1)N1C(C2=C(NC=3N=NC(=CC32)C3=C(C=CC=C3)O)CC1)C 2-(6-(2-bromopyrimidin-4-yl)-5-methyl-6,7,8,9-tetrahydro-5H-pyrido[3',4':4,5]pyrrolo[2,3-c]pyridazin-3-yl)phenol